(S)-2-((S)-sec-butyl)-5-fluoro-3-oxo-3,4-dihydroquinoxaline-1(2H)-carboxamide [C@H](C)(CC)[C@@H]1N(C2=CC=CC(=C2NC1=O)F)C(=O)N